(E)-N-(4-(azetidin-1-yl)but-2-enoyl)-N-methylglycine N1(CCC1)C/C=C/C(=O)N(CC(=O)O)C